Cl.Cl.COC(CN)=O glycine methyl ester hydrochloride hydrochloride